CC(C(=O)[O-])=CC 2-methylbut-2-enoate